(R)-1-(3-(4-(cyclopropanecarbonyl)-2-methylpiperazine-1-carbonyl)-6-fluoroquinolin-4-yl)-4-methylpiperidine-4-carbonitrile C1(CC1)C(=O)N1C[C@H](N(CC1)C(=O)C=1C=NC2=CC=C(C=C2C1N1CCC(CC1)(C#N)C)F)C